CN1N=CC=C1C(=O)N[C@@H]1CCC2=CC(=CC=C12)C=1N=NC=C(C1)C (R)-1-methyl-N-(5-(5-methylpyridazin-3-yl)-2,3-dihydro-1H-inden-1-yl)-1H-pyrazole-5-carboxamide